ClC=1C(=C(C=CC1)I)F 3-chloro-2-fluoro-iodobenzene